1-(3-((2-((4-(4-methylpiperazin-1-yl)phenyl)amino)-[1,2,4]triazolo[1,5-a]pyridin-8-yl)oxy)phenyl)prop-2-en-1-one CN1CCN(CC1)C1=CC=C(C=C1)NC1=NN2C(C(=CC=C2)OC=2C=C(C=CC2)C(C=C)=O)=N1